ClC(C(=O)OCC)CC ethyl chlorobutanoate